C(=C)C=1C=C(C=2N(C1)C=CN2)C(=O)OC methyl 6-vinylimidazo[1,2-a]pyridine-8-carboxylate